[1-(7-methoxy-2-methyl-5-quinolyl)cyclopropyl]-5-[[(2s)-1-methylazetidin-2-yl]methoxy]benzamide COC1=CC(=C2C=CC(=NC2=C1)C)C1(CC1)C1=C(C(=O)N)C=C(C=C1)OC[C@H]1N(CC1)C